benzyl (1R,2S)-2-[[(2-tert-butoxy-2-oxo-ethyl)amino]methyl]cyclobutanecarboxylate C(C)(C)(C)OC(CNC[C@@H]1[C@@H](CC1)C(=O)OCC1=CC=CC=C1)=O